O=C1CCC(N1)CNC(=O)N1CC2(CCN3N=C(C=C32)C=3C=NC2=CC=CC=C2C3)C1 N-{[5-oxopyrrolidin-2-yl]methyl}-2'-(quinolin-3-yl)-5',6'-dihydrospiro[azetidine-3,4'-pyrrolo[1,2-b]pyrazole]-1-carboxamide